(E)-bis((9H-fluoren-9-yl)methyl) (3-(((tert-butyldiphenylsilyl)oxy)methyl)-5,5,5-trifluoropent-2-en-1-yl) phosphate P(=O)(OCC1C2=CC=CC=C2C=2C=CC=CC12)(OCC1C2=CC=CC=C2C=2C=CC=CC12)OCC=C(CC(F)(F)F)CO[Si](C1=CC=CC=C1)(C1=CC=CC=C1)C(C)(C)C